dimethylaminothiocarbamic acid S-(4-chloro-3-cyanophenyl) ester ClC1=C(C=C(C=C1)SC(NN(C)C)=O)C#N